ClC=1C=C(C=CC1)C=1C(=C(C(=NC1)C(=O)NC1(CC1)C(=O)O)O)C 1-(5-(3-chlorophenyl)-3-hydroxy-4-methyl-picolinamido)cyclopropane-1-carboxylic acid